methyl 5-(2-((tert-butoxycarbonyl)amino)-[1,2,4]triazolo[1,5-a]pyridin-7-yl)-4-fluoro-2-methylbenzoate C(C)(C)(C)OC(=O)NC1=NN2C(C=C(C=C2)C=2C(=CC(=C(C(=O)OC)C2)C)F)=N1